C(C)(=O)O[C@H]1O[C@H]([C@@]([C@H]1OC(C)=O)(C#CC)O)COC(C1=CC=CC=C1)=O |&1:6| (2R,3R,4R,SR)-5-((benzoyloxy)methyl)-4-hydroxy-4-(prop-1-yn-1-yl)tetrahydrofuran-2,3-diyl diacetate